acryloyloxy ethylphenylphosphonate C(C)C1=C(C=CC=C1)P(OOC(C=C)=O)([O-])=O